CC1(OB(OC1(C)C)C1=CC=C2C=NN(C2=C1)C(=O)OC(C)(C)C)C tert-Butyl 6-(4,4,5,5-tetramethyl-1,3,2-dioxaborolan-2-yl)indazole-1-carboxylate